NC1=C2C(=NC=N1)N(N=C2C2=CC=C(C=C2)OC2=CC=CC=C2)C2CCC(CC2)NC(C#CC)=O N-((1r,4r)-4-(4-amino-3-(4-phenoxyphenyl)-1H-pyrazolo[3,4-d]pyrimidin-1-yl)cyclohexyl)but-2-ynamide